nitro-4-(trifluoromethyl)thiazol-2-amine hydrochloride Cl.[N+](=O)([O-])C1=C(N=C(S1)N)C(F)(F)F